1'H-spiro[cyclopropane-1,4'-[2,6]naphthyridine]-1'-one C1(N=CC2(C3=CN=CC=C13)CC2)=O